6'-chloro-1',2,2',3,5,6-hexahydrospiro[pyran-4,3'-pyrrolo[2,3-b]pyridine] ClC1=CC=C2C(=N1)NCC21CCOCC1